COC(=O)C=1C(N(C2=NC(=CC=C2C1N)NC1CC1)C1=CC=C(C=C1)C(C)O)=O 4-Amino-7-(cyclopropylamino)-1-(4-(1-hydroxyethyl)phenyl)-2-oxo-1,2-dihydro-1,8-naphthyridine-3-carboxylic acid methyl ester